CC1=CC2=C(N=C(O2)CSC2=NN(C=3N=CNC(C32)=O)C3=CC=CC=C3)C=C1 (((6-methylbenzo[d]oxazol-2-yl)methyl)thio)-1-phenyl-1,5-dihydro-4H-pyrazolo[3,4-d]pyrimidin-4-one